2-(4-bromobutoxy)oxane BrCCCCOC1OCCCC1